(1S)-2-carboxy-1-[(2-{[5-(4-chlorobenzamido)-2-[(4-chlorophenyl)methyl]-3-oxo-1,2,4-thiadiazolidin-4-yl]methoxy}-2-oxoethyl)carbamoyl]ethan-1-aminium Chloride [Cl-].C(=O)(O)C[C@H]([NH3+])C(NCC(=O)OCN1C(N(SC1NC(C1=CC=C(C=C1)Cl)=O)CC1=CC=C(C=C1)Cl)=O)=O